C(CCC)C1=NN(C(=C1O)CCCC)CC(C)C 3,5-Di-n-butyl-1-isobutyl-4-hydroxy-pyrazol